(2R,4R)-4-hydroxy-N-(2-hydroxyethyl)-N-methyl-1-[2-[[(E)-3-[4-(trifluoromethyl)phenyl]prop-2-enoyl]amino]acetyl]pyrrolidine-2-carboxamide O[C@@H]1C[C@@H](N(C1)C(CNC(\C=C\C1=CC=C(C=C1)C(F)(F)F)=O)=O)C(=O)N(C)CCO